N1=C(C=CC(=C1)C=O)C1=NC=C(C=C1)C=O 2,2'-bipyridine-5,5'-diformaldehyde